N1=CC=C(C=C1)C(C(C)(S(=O)N)C)C pyridin-4-yl(methyl)-2-methylpropane-2-sulfinamide